(±)-tert-butyl 4-(5-((2,6-dioxopiperidin-3-yl)amino)-2-fluorophenyl)piperazine-1-carboxylate O=C1NC(CC[C@H]1NC=1C=CC(=C(C1)N1CCN(CC1)C(=O)OC(C)(C)C)F)=O |r|